C1(=CC=CC=C1)C1=NC2=CC=CC=C2N=C1C1=CC=CC=C1 2,3-diphenyl-quinoxaline